ClC1=C(C(=O)NC2=NN=NN2C)C=CC(=C1S(=O)(=O)C)OC(C(F)F)(F)F 2-chloro-3-methylsulfonyl-N-(1-methyltetrazol-5-yl)-4-(1,1,2,2-tetrafluoroethoxy)benzamide